NC1=NC=CC=C1O[C@@H]([C@@H](C(=O)O)NC(=O)OC(C)(C)C)C (2S,3R)-3-(2-aminopyridin-3-yloxy)-2-(tert-butoxycarbonylamino)-butyric acid